(3r,3ar,6r,6ar)-3-methoxy-6-(4-nitrophenoxy)hexahydrofuro[3,2-b]furan CO[C@H]1[C@@H]2[C@H](OC1)[C@@H](CO2)OC2=CC=C(C=C2)[N+](=O)[O-]